5-Oxo-N-(4-((4-(4-(trifluoromethyl)piperidin-1-yl)phenyl)amino)phenethyl)pyrrolidine-3-carboxamide O=C1CC(CN1)C(=O)NCCC1=CC=C(C=C1)NC1=CC=C(C=C1)N1CCC(CC1)C(F)(F)F